1,1-Bis(4-hydroxyphenyl)-n-hexadecane OC1=CC=C(C=C1)C(CCCCCCCCCCCCCCC)C1=CC=C(C=C1)O